C(C)(C)(C)C=1C=C(C=C(C1)C(C)(C)C)[C@H](N[S@](=O)C(C)(C)C)C1=C(N(C2=CC=CC=C12)S(=O)(=O)C1=CC=CC=C1)CP(C1=CC=CC=C1)C1=CC=CC=C1 (R)-N-((S)-(3,5-di-tert-butylphenyl)(2-((diphenylphosphanyl)methyl)-1-(phenyl-sulfonyl)-1H-indol-3-yl)methyl)-2-methylpropane-2-sulfinamide